C(C)C(C(=O)[O-])(C)Br ethyl-bromopropionate